ethyl (S,E)-3-(2-((4-(6-((4-chloro-2-fluorobenzyl)oxy)pyridin-2-yl)piperidin-1-yl)methyl)-1-(oxetan-2-ylmethyl)-1H-imidazol-5-yl)acrylate ClC1=CC(=C(COC2=CC=CC(=N2)C2CCN(CC2)CC=2N(C(=CN2)/C=C/C(=O)OCC)C[C@H]2OCC2)C=C1)F